n-octylphosphonium Bromide [Br-].C(CCCCCCC)[PH3+]